NC1=NC(=NS1)C1=C2C=CC(=NC2=C(C=C1)C)C(=O)O 5-(5-amino-1,2,4-thiadiazol-3-yl)-8-methylquinoline-2-carboxylic acid